CC1=CN=C(N1)C(=O)O The molecule is an imidazolyl carboxylic acid that is 1H-imidazole with methyl and carboxylic acid group substituents at positions 5 and 2 respectively. It has a role as a metabolite.